4-(2,4-Dichlorophenyl)-2-(4-methoxyphenyl)-5-methylimidazole ClC1=C(C=CC(=C1)Cl)C=1N=C(NC1C)C1=CC=C(C=C1)OC